[NH+]=1C=CN2C1CCCC2 5,6,7,8-tetrahydroimidazo[1,2-a]pyridine-1-ium